[N].C(C)(C)(C)[Si](Cl)(C)C tertiary butyl-dimethylchlorosilane nitrogen